N-(3-fluoro-4-{spiro[3.4]octan-5-yloxy}phenyl)-2-(pyrrolidin-1-yl)-5-(2,2,2-trifluoroethyl)oxazole-4-carboxamide FC=1C=C(C=CC1OC1C2(CCC2)CCC1)NC(=O)C=1N=C(OC1CC(F)(F)F)N1CCCC1